O1N=C(C=C1)C=1NC(C2=C(N1)NN=C2)=O 6-(isoxazol-3-yl)-1H-pyrazolo[3,4-d]pyrimidin-4(5H)-one